C[C@H]1[C@H]([C@H]([C@@H]([C@@H](O1)O[C@@H]2[C@H]([C@H]([C@H](O[C@H]2O[C@@H]3[C@H]([C@@H](O[C@@H]([C@@H]3O)CO)O)NC(=O)C)CO)O)O)OC)O)O The molecule is an amino trisaccharide consisting of a 2-O-methyl-L-fucosyl residue at the non-reducing end linked (1->2) to an beta-D-galactosyl residue which is in turn linked (1->3) to an N-acetyl-beta-D-galactosamine.